methyl 4-(1-isopropyl-1H-pyrazol-3-yl)-3-phenyl-1H-pyrrole-2-carboxylate C(C)(C)N1N=C(C=C1)C=1C(=C(NC1)C(=O)OC)C1=CC=CC=C1